4-oxa-1,6-heptadiene C=CCOCC=C